Tetracarbonyl-(1,5-cyclooctadien) C(=O)=C1C(C=CC(C(C=C1)=C=O)=C=O)=C=O